[6-[(2R)-2-Methyl-1-piperidyl]pyrazin-2-yl]methanol C[C@H]1N(CCCC1)C1=CN=CC(=N1)CO